4-(cyclopropyl-difluoromethyl)-2,6-difluorobenzaldehyde C1(CC1)C(C1=CC(=C(C=O)C(=C1)F)F)(F)F